BrC1=CC=C(N=N1)CNC(COC)C1CC1 N-((6-bromopyridazin-3-yl)methyl)-1-cyclopropyl-2-methoxyethane-1-amine